2-(4-Bromo-2-chloro-5-fluoro-phenyl)acetonitrile BrC1=CC(=C(C=C1F)CC#N)Cl